1-[4-(difluoromethyl)benzenesulfonyl]-1'-(2,2,2-trifluoroethyl)-1,2-dihydrospiro-[indole-3,3'-pyrrolidine] FC(C1=CC=C(C=C1)S(=O)(=O)N1CC2(CN(CC2)CC(F)(F)F)C2=CC=CC=C12)F